(S)-2-amino-4-methoxy-N-(4-(3-(pyridin-4-yl)phenyl)thiazol-2-yl)butanamide N[C@H](C(=O)NC=1SC=C(N1)C1=CC(=CC=C1)C1=CC=NC=C1)CCOC